S1C(=NC2=C1C=CC=C2)NC(=O)C=2C=CC=C1CCN(CC21)C2=CC=C(C(=N2)C(=O)O)C=2C=NN(C2C)CC2(CCCCCC2)OCC(CO)O 6-[8-(1,3-benzothiazol-2-ylcarbamoyl)-3,4-dihydroisoquinolin-2(1H)-yl]-3-(1-{[1-(2,3-dihydroxypropoxy)cycloheptyl]methyl}-5-methyl-1H-pyrazol-4-yl)pyridine-2-carboxylic acid